NC1=NC=NN2C1=C(N=C2[C@H](C(F)(F)F)C)C2=C(C=C(CNC(C1=C(C=CC(=C1)F)OC)=O)C=C2F)OCC N-(4-(4-amino-7-((R)-1,1,1-trifluoropropan-2-yl)imidazo[5,1-f][1,2,4]triazin-5-yl)-3-ethoxy-5-fluorobenzyl)-5-fluoro-2-methoxybenzamide